C(C)OC1=NC=CC=C1C1=NC=2CN(CC3(CCN(CC3)C3=C(C=C(C=C3)F)C(F)(F)F)C2C=C1)C[C@@H]1NCCC1 2-(2-ethoxypyridin-3-yl)-1'-[4-fluoro-2-(trifluoromethyl)phenyl]-7-[[(2R)-pyrrolidin-2-yl]methyl]spiro[6,8-dihydro-1,7-naphthyridine-5,4'-piperidine]